(R)-6-(2-methyl-1,4-oxazepan-4-yl)quinoline-4-carboxylic acid C[C@H]1OCCCN(C1)C=1C=C2C(=CC=NC2=CC1)C(=O)O